6-(5-hydroxypentyl)-3-(methoxymethoxy)picolinic acid methyl ester COC(C1=NC(=CC=C1OCOC)CCCCCO)=O